(R)-3-(4-chlorophenyl)-N'-((4-fluorophenyl)sulfonyl)-4-phenyl-N-(2-(piperazin-1-ylsulfonyl)ethyl)-4,5-dihydro-1H-pyrazole-1-carboxamide ClC1=CC=C(C=C1)C1=NN(C[C@H]1C1=CC=CC=C1)C(=O)NCCS(=O)(=O)N1CCN(CC1)S(=O)(=O)C1=CC=C(C=C1)F